C(C)(C)N1C(=NC2=NC=C(C=C21)C=2C=CN1N=C(N=CC12)C1(CCC(CC1)NC)N)C 1-(5-(1-isopropyl-2-methyl-1H-imidazo[4,5-b]pyridin-6-yl)pyrrolo[2,1-f][1,2,4]triazin-2-yl)-N4-methylcyclohexane-1,4-diamine